(S)-N3-methyl-2,3-dihydrobenzofuran-3,6-diamine CN[C@@H]1COC2=C1C=CC(=C2)N